6-METHYL-2-OXO-1,2-DIHYDROQUINOLIN-3-CARBALDEHYDE CC=1C=C2C=C(C(NC2=CC1)=O)C=O